COC=1C=C(C=CC1C)NC(=O)C1CCC(CC1)NNC(=O)OC(C)(C)C tert-Butyl 2-(4-(3-methoxy-4-methylphenylcarbamoyl)cyclohexyl)hydrazinecarboxylate